9,9-di(4-hydroxyphenyl)xanthene OC1=CC=C(C=C1)C1(C2=CC=CC=C2OC=2C=CC=CC12)C1=CC=C(C=C1)O